(S)-1-(1-(4-((1,1-Dioxidothietan-3-yl)methoxy)-6-(3-methoxytetrahydrofuran-3-yl)pyridine-2-yl)-3-methyl-1H-pyrrolo[3,2-c]pyridine-6-yl)urea O=S1(CC(C1)COC1=CC(=NC(=C1)[C@@]1(COCC1)OC)N1C=C(C=2C=NC(=CC21)NC(=O)N)C)=O